NCC(CCOC1=C(C#N)C=CC=C1C=1C=C2C(=C(C=NC2=CC1)C1=CC(=CC(=C1)C)F)N1CCC(CC1)=O)N=[N+]=[N-] 2-(4-amino-3-azidobutoxy)-3-(3-(3-fluoro-5-methylphenyl)-4-(4-oxopiperidin-1-yl)quinolin-6-yl)benzonitrile